CC1=CC=C(S1)C1C2(C3=CC=CC=C3C1)CCC1(CC2)OCCO1 2''-(5-methylthiophene-2-yl)-2'',3''-dihydrodispiro[[1,3]dioxolane-2,1'-cyclohexane-4',1''-indene]